1-(2-bromopyridin-4-yl)ethanone BrC1=NC=CC(=C1)C(C)=O